C(C)N1C[C@H]([C@H](CC1)NC1=C2C=C(N(C2=CC=C1)CC(F)(F)F)C#CCNC1=C(C=C(C(=O)OCC)C=C1)OC)F ethyl 4-((3-(4-(((3R,4S)-1-ethyl-3-fluoropiperidin-4-yl)amino)-1-(2,2,2-trifluoroethyl)-1H-indol-2-yl)prop-2-yn-1-yl)amino)-3-methoxybenzoate